BrC1=CC(=CC=2N=C3OC[C@H](CN3C21)O)C(=O)NC2=CC=C(C=C2)OC(F)(F)Cl (S)-6-bromo-N-(4-(chlorodifluoromethoxy)phenyl)-3-hydroxy-3,4-dihydro-2H-benzo[4,5]imidazo[2,1-b][1,3]oxazine-8-carboxamide